(3R)-3-{[2-(3-methoxyphenyl)-10-methyl-[1,2,4]triazolo[1,5-c]quinazolin-5-yl]amino}azepan-2-one COC=1C=C(C=CC1)C1=NN2C(=NC=3C=CC=C(C3C2=N1)C)N[C@H]1C(NCCCC1)=O